[S+]1=C(C=CC2=CC=CC=C12)C1=CC=CC=C1 thiaflavylium